5-spiro[2H-benzofuran-3,1'-cyclopropane]-4-yloxypyridin-2-amine C12(CC1)COC1=C2C(=CC=C1)OC=1C=CC(=NC1)N